O=C1NC(CCC1N1C(C2=CC=CC(=C2C1=O)NCCOCCOC=1C=C(C=CC1)CC(=O)NC=1SC(=C(N1)C=1C=C2CCN(C2=CC1)C(=O)C1=CN=CN1C)C)=O)=O 2-(3-(2-(2-((2-(2,6-dioxopiperidin-3-yl)-1,3-dioxoisoindolin-4-yl)amino)ethoxy)ethoxy)phenyl)-N-(5-methyl-4-(1-(1-methyl-1H-imidazole-5-carbonyl)indolin-5-yl)thiazol-2-yl)acetamide